methyl (R)-5-(4-(1-(5-(aminomethyl)-2-methylbenzamido)ethyl)quinolin-2-yl)-1H-pyrrole-3-carboxylate NCC=1C=CC(=C(C(=O)N[C@H](C)C2=CC(=NC3=CC=CC=C23)C2=CC(=CN2)C(=O)OC)C1)C